COC1=CC=C(C=C1)CC=1C2=C(N=C(N1)NC)C(=NN2)C(=O)O [(4-methoxyphenyl)methyl](methyl)aminopyrazolo[4,3-d]pyrimidine-3-carboxylic acid